FC(C(=O)O)(F)F.NCC(CC=1N(C(NN1)=O)C1=NC=C(N=C1)C=1C=NC(=CC1)N(C)C)=C(F)F [2-(aminomethyl)-3,3-difluoro-allyl]-4-[5-[6-(dimethylamino)-3-pyridinyl]pyrazin-2-yl]-1,2,4-triazol-3-one trifluoroacetate salt